CC1=CC(=NC(=C1)C)C(=O)N 4,6-dimethylpicolinamide